O1C2=C(OC[C@@H]1C=1NC(C(N1)([2H])[2H])([2H])[2H])C=CC=C2 (S)-2-(2,3-dihydrobenzo[b][1,4]dioxin-2-yl)-4,5-dihydro-1H-imidazole-4,4,5,5-d4